4,5-dimethyl-1,2-cyclohexanediamine CC1CC(C(CC1C)N)N